C=1N=CN2C1C1=CC=CC=C1[C@@H]2[C@H]2CC1=C(C=NC=C1)[C@@H]2O (6R,7R)-6-((S)-5H-Imidazo[5,1-a]isoindol-5-yl)-6,7-dihydro-5H-cyclopenta[c]pyridin-7-ol